ClC=1C(=C(C#N)C=C(C1)C1=NNC(OC1)=O)N1CCOCC1 3-Chloro-2-(morpholin-4-yl)-5-(2-oxo-3,6-dihydro-2H-1,3,4-oxadiazin-5-yl)benzonitrile